(S)-3-(4-((5-((2-(dimethylamino)-1-phenylethyl)carbamoyl)-6,6-dimethyl-1,4,5,6-tetrahydropyrrolo[3,4-c]pyrazol-3-yl)carbamoyl)benzamido)bicyclo[1.1.1]pentane-1-carboxylic acid CN(C[C@H](C1=CC=CC=C1)NC(=O)N1C(C=2NN=C(C2C1)NC(=O)C1=CC=C(C(=O)NC23CC(C2)(C3)C(=O)O)C=C1)(C)C)C